N-(3-chloro-4-((1-methyl-1H-pyrazol-3-yl)oxy)phenyl)-6-(piperidin-3-yl)quinazolin-4-amine ClC=1C=C(C=CC1OC1=NN(C=C1)C)NC1=NC=NC2=CC=C(C=C12)C1CNCCC1